(4-morpholinebenzoyl)-1-benzyl-1-dimethylaminopropane tert-butyl-2-{3-chloro-7H-pyrrolo[2,3-c]pyridazin-7-yl}acetate C(C)(C)(C)OC(CN1C=CC2=C1N=NC(=C2)Cl)=O.N2(CCOCC2)C2=CC=CC=C2C(=O)C(CC)(N(C)C)CC2=CC=CC=C2